N-(2-((S)-3,4-dimethylpiperazin-1-yl)-4-methoxy-5-((6-((R)-3-(3-(6-methoxypyridin-3-yl)phenyl)isoxazolidin-2-yl)pyrimidin-4-yl)amino)phenyl)acrylamide C[C@H]1CN(CCN1C)C1=C(C=C(C(=C1)OC)NC1=NC=NC(=C1)N1OCC[C@@H]1C1=CC(=CC=C1)C=1C=NC(=CC1)OC)NC(C=C)=O